5-(1H-imidazol-1-yl)-N-((1r,4r)-4-methoxycyclohexyl)pyridazine-3-carboxamide N1(C=NC=C1)C=1C=C(N=NC1)C(=O)NC1CCC(CC1)OC